fructosyl-carbon (2-(2,6-dioxopiperidin-3-yl)-3-oxoisoindolin-5-yl)methyl(3-chloro-4,5-difluorophenyl)carbamate O=C1NC(CCC1N1CC2=CC=C(C=C2C1=O)OC(N(C1=CC(=C(C(=C1)F)F)Cl)C)=O)=O.OCC1([C@@H](O)[C@H](O)[C@H](O1)CO)[C]